FC1([C@H](CN(CC1)[C@H](C(=O)NC=1N=CC2=CC=CC=C2C1)C)C1=CNC(C=C1)=O)F (S)-2-((S)-4,4-difluoro-3-(6-oxo-1,6-dihydropyridin-3-yl)piperidin-1-yl)-N-(isoquinolin-3-yl)propanamide